(S)-(4-fluorophenyl)(4-((5-methyl-1H-pyrazol-3-yl)amino)quinazolin-2-yl)methanol FC1=CC=C(C=C1)[C@H](O)C1=NC2=CC=CC=C2C(=N1)NC1=NNC(=C1)C